FC1=C(C=CC(=C1)C1=CN=CO1)C[C@H]1N(C[C@@H]([C@H]1O)O)C(=O)OC(C)(C)C tert-butyl (2R,3S,4S)-2-{[2-fluoro-4-(1,3-oxazol-5-yl)phenyl]methyl}-3,4-dihydroxypyrrolidine-1-carboxylate